OC1=C(C(=O)N(CCC)C=2C=C(C=CC2)C2=CC(=C(C(=C2)N(C2CCOCC2)CC)C)C(=O)NCC=2C(NC(=CC2C)C)=O)C=C(C(=C1)O)C(C)C 3'-(2,4-dihydroxy-5-isopropyl-N-propylbenzamido)-N-((4,6-dimethyl-2-oxo-1,2-dihydropyridin-3-yl)methyl)-5-(ethyl(tetrahydro-2H-pyran-4-yl)amino)-4-methyl-[1,1'-biphenyl]-3-carboxamide